C1(=CC=CC2=CC(=CC=C12)S)S 1,6-NAPHTHALENDITHIOL